4-[6-(3-pyridyl)imidazo[1,2-a]pyrazin-3-yl]phenol N1=CC(=CC=C1)C=1N=CC=2N(C1)C(=CN2)C2=CC=C(C=C2)O